4,6-dichloro-2-methoxynicotinaldehyde ClC1=CC(=NC(=C1C=O)OC)Cl